(3-(N-ethylsulfamoyl)phenyl)boronic acid C(C)NS(=O)(=O)C=1C=C(C=CC1)B(O)O